N-Hydroxy-3-(2-(3-methoxyphenyl)quinolin-4-yl)propanamide ONC(CCC1=CC(=NC2=CC=CC=C12)C1=CC(=CC=C1)OC)=O